1,3,3-trimethyl-1,1,5,5,5-pentaethoxytrisiloxane C[Si](O[Si](O[Si](OCC)(OCC)OCC)(C)C)(OCC)OCC